OC(CSC1=C(C=CC(=C1)C)SCC(CO)O)CO 3-[2-(2,3-dihydroxypropylthio)-4-methyl-phenyl]thiopropane-1,2-diol